S1C(=NC=C1)C1=CC=2C=NC=CC2S1 2-thiazol-2-ylthieno[3,2-c]pyridin